C(C1=CC=CC=C1)N1CCNCC1 BENZYLPIPERAZIN